(4-((3,4-dihydroquinolin-1(2H)-yl)sulfonyl)phenyl)(6-methoxy-3,4-dihydroquinolin-1(2H)-yl)methanone N1(CCCC2=CC=CC=C12)S(=O)(=O)C1=CC=C(C=C1)C(=O)N1CCCC2=CC(=CC=C12)OC